R-(-)-butyrate C(CCC)(=O)[O-]